COC1=C(C=CC=C1)C=1C=C(C=2N=CN=C(C2N1)N[C@@H]1CNCCC1)C(=O)N 6-(2-methoxyphenyl)-4-[(3S)-piperidin-3-ylamino]pyrido[3,2-d]pyrimidine-8-carboxamide